2-(4-chloro-2-fluorophenyl)-3-(pyridin-4-yl)-6,7-dihydropyrazolo[1,5-a]pyrazin ClC1=CC(=C(C=C1)C1=NN2C(C=NCC2)=C1C1=CC=NC=C1)F